(S)-6-((5-(6-amino-4,6-dihydrospiro[cyclopenta[d]thiazol-5,4'-piperidin]-1'-yl)pyrazine-2-yl)thio)-5-chloro-3-methylquinazolin-4(3H)-one N[C@@H]1C2=C(N=CS2)CC12CCN(CC2)C=2N=CC(=NC2)SC=2C(=C1C(N(C=NC1=CC2)C)=O)Cl